ethyl 1-(1-tert-butoxycarbonylpyrrolidin-3-yl)-1,2,4-triazole-3-carboxylate C(C)(C)(C)OC(=O)N1CC(CC1)N1N=C(N=C1)C(=O)OCC